O[C@H](CC(=O)N1CCC(CC1)C=1C=C2C(=C(NC2=CC1)C=1C=NC=2N(C1)N=CC2)C(C)C)C (S)-3-hydroxy-1-(4-(3-isopropyl-2-(pyrazolo[1,5-a]pyrimidin-6-yl)-1H-indol-5-yl)piperidin-1-yl)butan-1-one